N1C(CC2(C3CC=CC=C13)CCCCC2)=O dihydro-1'H-spiro[cyclohexane-1,4'-quinolin]-2'-one